IC=1C=C(C=CC1)/C=C/C(=O)O (E)-3-(3-iodophenyl)acrylic acid